2-(3-(4-(dimethylamino)phenyl)ureido)-3-phenylpropanamide CN(C1=CC=C(C=C1)NC(NC(C(=O)N)CC1=CC=CC=C1)=O)C